3-(4-([4,4'-bipiperidin]-1-yl)indolin-1-yl)piperidine-2,6-dione N1(CCC(CC1)C1CCNCC1)C1=C2CCN(C2=CC=C1)C1C(NC(CC1)=O)=O